2-((4-chloro-3-(trifluoromethyl)phenyl)carbamoyl)-4-methanesulfonyloxypyrrole-1-carboxylic acid tert-butyl ester C(C)(C)(C)OC(=O)N1C(=CC(=C1)OS(=O)(=O)C)C(NC1=CC(=C(C=C1)Cl)C(F)(F)F)=O